ClC=1C=NC(=C(C(=O)NC2CCC(CC2)CN2C(N(C3=C2C=CC=C3)C3=C(C(=NC=C3)C)C)=O)C1)C(F)F 5-chloro-2-(difluoromethyl)-N-((1r,4r)-4-((3-(2,3-dimethylpyridin-4-yl)-2-oxo-2,3-dihydro-1H-benzo[d]imidazol-1-yl)methyl)cyclohexyl)nicotinamide